C(C=C)OC([C@H](CCC(=O)N[C@H](C(=O)N[C@H](C(=O)OC(C)(C)C)CCC(C=[N+]=[N-])=O)CCC(C=[N+]=[N-])=O)N)=O tert-Butyl (S)-2-((S)-2-((S)-5-(allyloxy)-4-amino-5-oxopentanamido)-6-diazo-5-oxohexanamido)-6-diazo-5-oxohexanoate